tert-butyl 6-(3-fluoro-4-(4,4,5,5-tetramethyl-1,3,2-dioxaborolan-2-yl)benzoyl)-2,6-diazaspiro[3.3]heptane-2-carboxylate FC=1C=C(C(=O)N2CC3(CN(C3)C(=O)OC(C)(C)C)C2)C=CC1B1OC(C(O1)(C)C)(C)C